5-(4-((6-(3-ethylureido)pyridin-3-yl)methyl)piperazin-1-yl)-6-fluoro-N-methylpicolinamide C(C)NC(NC1=CC=C(C=N1)CN1CCN(CC1)C=1C=CC(=NC1F)C(=O)NC)=O